OCC[C@H](CCC)NC=1C2=C(N=C(N1)NC(OC)=O)C=NN2CC2=NC=C(C=C2OC)C2CCN(CC2)C2CCN(CC2)C methyl (s)-(7-((1-hydroxyhexan-3-yl)amino)-1-((3-methoxy-5-(1'-methyl-[1,4'-bipiperidin]-4-yl)pyridin-2-yl)methyl)-1H-pyrazolo[4,3-d]pyrimidin-5-yl)carbamate